C(C)(=O)OC1=CC=C(C=C1)C1=CC=C(C=C1)C(C)=O 4-acetoxy-4'-acetylbiphenyl